Heptamethyltrisiloxanylstyrene C[Si](O[Si](C)(C)C=CC1=CC=CC=C1)(O[Si](C)(C)C)C